N-[(1S)-5-chloroindan-1-yl]-4-(ethylsulfonylamino)benzamide ClC=1C=C2CC[C@@H](C2=CC1)NC(C1=CC=C(C=C1)NS(=O)(=O)CC)=O